ClC1=NC=CC(=C1F)CO (2-chloro-3-fluoropyridin-4-yl)methanol